C(C)(=O)N1CCC2=CC=CC(=C12)NC1=NC(=NC=C1Cl)NC=1C(=CC(=C(C1)NC(C=C)=O)N(C)CCN(C)C)OC N-(5-((4-((1-acetylindolin-7-yl)amino)-5-chloropyrimidin-2-yl)amino)-2-((2-(dimethylamino)ethyl)(methyl)amino)-4-methoxyphenyl)acrylamide